(R)-7-((5-(2-((dimethylamino)-methyl)morpholino)pyridin-2-yl)amino)-4-(1-methyl-1H-pyrrolo[2,3-b]pyridin-4-yl)-2,3-dihydro-1H-pyrrolo[3,4-c]pyridin-1-one CN(C)C[C@H]1OCCN(C1)C=1C=CC(=NC1)NC=1C2=C(C(=NC1)C1=C3C(=NC=C1)N(C=C3)C)CNC2=O